6-(chloromethyl)indolin-2-one chlorine [Cl].ClCC1=CC=C2CC(NC2=C1)=O